FC1=CC(=C(C=C1)CN1N=NC=2CN(CCC21)C(=O)OC(C)(C)C)CC(F)(F)F Tert-Butyl 1-[[4-fluoro-2-(2,2,2-trifluoroethyl)phenyl]methyl]-1H,4H,5H,6H,7H-[1,2,3]triazolo[4,5-c]pyridine-5-carboxylate